ClC1=C(C=C(C=C1)F)C1(NC(C=2C3=C(C=C(C12)NS(=O)(=O)C1=CC=C(C=C1)C)C=CC(=C3)C#N)=O)O N-[3-(2-chloro-5-fluorophenyl)-8-cyano-3-hydroxy-1-oxo-2,3-dihydro-1H-benzo[e]isoindol-4-yl]-4-methylbenzenesulfonamide